ClC=1C=C(C(=O)NC2=C3C(N(C=NC3=CC=C2)CC2=NN(C=C2)C)=O)C=C(C1O)Cl 3,5-dichloro-4-hydroxy-N-{3-[(1-methyl-1H-pyrazol-3-yl)methyl]-4-oxo-3,4-dihydroquinazolin-5-yl}benzamide